ClCC=1C(=C2NC(C=3N(C2=CC1)C=C(C3)F)=O)F 7-(chloromethyl)-2,6-difluoropyrrolo[1,2-a]Quinoxalin-4(5H)-one